C(C)(=O)OC1=CC=C(C=C1)C#CC=1C=C2C(CCN(C2=CC1)C(CCC(=O)OC)=O)(C)C methyl 4-(6-((4-(acetyloxy)phenyl)ethynyl)-4,4-dimethyl-3,4-dihydroquinolin-1(2H)-yl)-4-oxobutanoate